CS(=O)(=O)[C@@H]([C@@H](C1=CC=CC=C1)NC(=O)[C@@H]1[C@H](CCCC1)C(=O)N[C@@H]([C@H](S(=O)(=O)C)C1=CC=CC=C1)C1=CC=CC=C1)C1=CC=CC=C1 (1S,2S)-N1,N2-bis((1R,2R)-2-(methylsulfonyl)-1,2-diphenylethyl)cyclohexane-1,2-dicarboxamide